3-(2-Bromo-4-tert-butylphenyl)-2-methylpropanoyl chloride BrC1=C(C=CC(=C1)C(C)(C)C)CC(C(=O)Cl)C